NC(CN1C(=CC=C1)C(=O)OC)=O methyl 1-(2-amino-2-oxoethyl)-1H-pyrrole-2-carboxylate